2-(2-((1-(5,6-diphenylpyrazin-2-yl)pyrrolidin-3-yl)oxy)ethoxy)acetic acid C1(=CC=CC=C1)C=1N=CC(=NC1C1=CC=CC=C1)N1CC(CC1)OCCOCC(=O)O